C(C1=CC=CC=C1)C1(CC1)C=1NC(C2=C(N1)CCNC2)=O 2-(1-benzylcyclopropyl)-5,6,7,8-tetrahydropyrido[4,3-d]pyrimidin-4(3H)-one